tert-butyl (3R)-3-[(7-{8-fluoro-2-methylimidazo[1,2-a]pyridin-6-yl}-1,8-naphthyridin-3-yl)(methyl)amino]pyrrolidine-1-carboxylate FC=1C=2N(C=C(C1)C1=CC=C3C=C(C=NC3=N1)N([C@H]1CN(CC1)C(=O)OC(C)(C)C)C)C=C(N2)C